N-(5-chloro-2-fluoro-4-(trifluoromethyl)phenyl)-1,9-difluoro-6,7,8,9-tetrahydro-5H-5,8-epiminocyclohepta[c]pyridine-10-carboxamide ClC=1C(=CC(=C(C1)NC(=O)N1C2CCC1C(C=1C(=NC=CC12)F)F)F)C(F)(F)F